CC=1N=NC=C(C1[C@H](C)OC=1C=C2C(=NNC2=CC1)C=1C=C(C#N)C=C(C1)N1CCOCC1)C 3-[5-[(1S)-1-(3,5-dimethylpyridazin-4-yl)ethoxy]-1H-indazol-3-yl]-5-morpholino-benzonitrile